N-(6-bromo-3-pyridyl)-N-(3-hydroxypropyl)carbamic acid 9H-fluoren-9-ylmethyl ester C1=CC=CC=2C3=CC=CC=C3C(C12)COC(N(CCCO)C=1C=NC(=CC1)Br)=O